C(C1=CC=CC=C1)OC1=CC=C(C=C1)N1C=C(C=C1)\C=C/1\C(NC(S1)=O)=O (Z)-5-((1-(4-(benzyloxy)phenyl)-1H-pyrrol-3-yl)methylene)thiazolidin-2,4-dione